2-(3-(methylsulfonyl)-4-((1-(methylsulfonyl)piperidin-4-yl)methoxy)benzyl)isoindoline CS(=O)(=O)C=1C=C(CN2CC3=CC=CC=C3C2)C=CC1OCC1CCN(CC1)S(=O)(=O)C